3-(7-chloro-4-(1H-imidazol-1-yl)quinolin-2-yl)benzoic acid methyl ester COC(C1=CC(=CC=C1)C1=NC2=CC(=CC=C2C(=C1)N1C=NC=C1)Cl)=O